C(C)(=O)N1C[C@H](CCC1)N1N=CC(=C1C)C=1C=C(C=2N(C1)N=CC2C#N)SC2=NC=C(C=C2)F (S)-6-(1-(1-acetylpiperidin-3-yl)-5-methyl-1H-pyrazol-4-yl)-4-((5-fluoropyridin-2-yl)thio)pyrazolo[1,5-a]pyridine-3-carbonitrile